chromene-8-carbohydrazide O1CC=CC2=CC=CC(=C12)C(=O)NN